N1(CCCCC1)CC(C)N1C2=C(C3=CC=C(C=C13)O)C=CN=C2C(F)(F)F 9-(1-(piperidin-1-yl)propan-2-yl)-1-(trifluoromethyl)-9H-pyrido[3,4-b]indol-7-ol